COC(C1=C(C=C(C=C1\C=C\C1=CC=CC=C1)OC)OC)=O (E)-2,4-dimethoxy-6-styrylbenzoic acid methyl ester